FC1=C(SC(=C1)C1CCNCC1)C(=O)NC=1C=CC2=CN(N=C2C1)C 3-fluoro-N-(2-methylindazol-6-yl)-5-(piperidin-4-yl)thiophene-2-carboxamide